FC1=C(C(=CC=C1)OC)C1=NC=CC2=C1CN(C2=O)C2=NC=C(C=C2)N2CCN(CC2)C2CCNCC2 4-(2-fluoro-6-methoxyphenyl)-2-(5-(4-(piperidin-4-yl)piperazin-1-yl)pyridin-2-yl)-2,3-dihydro-1H-pyrrolo[3,4-c]pyridin-1-one